CN(S(=O)(=O)C)C=1C(=CC2=C(CCO2)C1)NC1=NC=NC=C1 4-((5-(N-methylmethylsulfonamido)-2,3-dihydrobenzofuran-6-yl)amino)pyrimidine